4-(2-(1-cyano-3-fluoropiperidin-3-yl)benzo[d]oxazol-5-yl)picolinenitrile C(#N)N1CC(CCC1)(F)C=1OC2=C(N1)C=C(C=C2)C2=CC(=NC=C2)C#N